FC=1C=CC(=C(C1)[C@H](N1C(C2=CC(=CC=C2C1)C1=CC=C(C=C1)N1CCNCC1)=O)C=1NC2=CC=CC=C2C1)O (S)-2-((5-fluoro-2-hydroxyphenyl)(1H-indol-2-yl)methyl)-6-(4-(piperazin-1-yl)phenyl)isoindolin-1-one